4-((2S,5R)-4-(bis(4-fluorophenyl)methyl)-2,5-dimethylpiperazin-1-yl)-1-methyl-1H-pyrazolo[4,3-e][1,2,4]triazolo[4,3-a]pyrimidine FC1=CC=C(C=C1)C(N1C[C@@H](N(C[C@H]1C)C1=NC=2N(C3=C1C=NN3C)C=NN2)C)C2=CC=C(C=C2)F